(alphaR)-alpha-aminophenylbutyryl-L-leucyl-D-phenylalanine methyl ester COC([C@H](NC([C@](NC(CCCC1=CC=CC=C1)=O)(CC(C)C)N)=O)CC1=CC=CC=C1)=O